Methyl ((4-(3-(4-methoxyphenyl)ureido)phenyl)sulfonyl)-L-prolinate COC1=CC=C(C=C1)NC(NC1=CC=C(C=C1)S(=O)(=O)N1[C@@H](CCC1)C(=O)OC)=O